1-(7-cyclopropylpyrazolo[1,5-a]pyrimidin-6-yl)-3-[6-[5-[6-[4-[2-(2,6-dioxo-3-piperidyl)-1-oxo-isoindolin-5-yl]piperazin-1-yl]-6-oxo-hexyl]-1,2,4-oxadiazol-3-yl]-5-methyl-3-pyridyl]urea C1(CC1)C1=C(C=NC=2N1N=CC2)NC(=O)NC=2C=NC(=C(C2)C)C2=NOC(=N2)CCCCCC(=O)N2CCN(CC2)C=2C=C1CN(C(C1=CC2)=O)C2C(NC(CC2)=O)=O